7-Fluoro-N-methyl-1-[(1S-2S)-2-methyl-1-(5-oxo-4H-1,2,4-oxadiazol-3-yl)cyclopropyl]-5-(oxan-4-yl)-N-phenylindole-2-carboxamide FC=1C=C(C=C2C=C(N(C12)[C@@]1([C@H](C1)C)C1=NOC(N1)=O)C(=O)N(C1=CC=CC=C1)C)C1CCOCC1